C=1(C(=CC=CC1)CC(=O)O)OC.C1(=CC=CC=C1)OC anisole (anisoleacetate)